OCC1(CNC1)C(=O)NC1=CC=C(C=C1)NC1=NC=CC(=N1)NC1=NC(=NC=C1)C1=NC(=CC=C1)C 3-(hydroxymethyl)-N-(4-((4-((2-(6-methylpyridin-2-yl)pyrimidin-4-yl)amino)pyrimidin-2-yl)amino)phenyl)azetidine-3-carboxamide